C(CCCCCCCCCCC)(=O)OCCCCCCCCCCC Undecyl [laurate]